C(C)(C)(C)OC(=O)N1C[C@H]([C@@H](CC1)NC1=CC=C2C(=NN(C2=C1)C)C(C)(CCC(=O)OC(C)(C)C)C#N)C (3R,4R)-4-((3-(5-(tert-butoxy)-2-cyano-5-oxopent-2-yl)-1-methyl-1H-indazol-6-yl)amino)-3-methylpiperidine-1-carboxylic acid tert-butyl ester